ClC=1C=C2C(=NC(=NC2=C(C1C1=C2C(=NNC2=CC=C1C)C1CC1)F)N1CC(C1)N(C)C)N1CC2(CN(C2)C(C=C)=O)CC1 1-(6-(6-chloro-7-(3-cyclopropyl-5-methyl-1H-indazol-4-yl)-2-(3-(dimethylamino)azetidin-1-yl)-8-fluoroquinazolin-4-yl)-2,6-diazaspiro[3.4]octan-2-yl)prop-2-en-1-one